N-[4-(azetidin-3-yloxy)-6-(2,6-dimethylphenyl)pyrimidin-2-yl]-1-methyl-pyrazole-4-sulfonamide N1CC(C1)OC1=NC(=NC(=C1)C1=C(C=CC=C1C)C)NS(=O)(=O)C=1C=NN(C1)C